ClC(C(F)(F)S(C1=CC=C(C=C1)[N+](=O)[O-])(F)(F)(F)F)(F)F 4-(2-chloroTetrafluoroethyltetrafluoro-λ6-sulfanyl)nitrobenzene